(2-chloroacetyl)-4-(4-(((S)-1-((2,3-difluorophenyl)amino)-4-hydroxybut-2-yl)amino)-6-(methylamino)-1,3,5-triazin-2-yl)-N-((2-oxopyrrolidin-3-yl)methyl)piperazine-2-carboxamide ClCC(=O)N1C(CN(CC1)C1=NC(=NC(=N1)N[C@H](CNC1=C(C(=CC=C1)F)F)CCO)NC)C(=O)NCC1C(NCC1)=O